CSCl perchloro methyl sulfide